trans-N1-methyl-N4-(5-(1-methyl-1H-benzo[d][1,2,3]triazol-6-yl)pyrrolo[2,1-f][1,2,4]triazin-2-yl)cyclohexane-1,4-diamine CN[C@@H]1CC[C@H](CC1)NC1=NN2C(C=N1)=C(C=C2)C=2C=CC1=C(N(N=N1)C)C2